(3R)-r-(7-bromo-6-methyl-pyrazolo[1,5-a]pyrazin-4-yl)-1-methyl-spiro[indoline-2,4'-piperidine]-3-amine BrC1=C(N=C(C=2N1N=CC2)N2CCC1(CC2)N(C2=CC=CC=C2[C@H]1N)C)C